ClC1=CC=NC(=C1C(=O)N)C(F)(F)F 4-chloro-2-(trifluoromethyl)nicotinamide